ClC1=C(NC2=NC=CC=C21)C2=NN(C1=NC=NC(=C12)N)CC1OCCCC1 3-(3-Chloro-1H-pyrrolo[2,3-b]pyridin-2-yl)-1-((tetrahydro-2H-pyran-2-yl)methyl)-1H-pyrazolo[3,4-d]pyrimidin-4-amine